N-(3,6-dichloro-9H-xanthen-9-yl)-2-oxo-6-(trifluoromethyl)-5-vinyl-1,2-dihydropyridine-3-carboxamide ClC=1C=CC=2C(C3=CC=C(C=C3OC2C1)Cl)NC(=O)C=1C(NC(=C(C1)C=C)C(F)(F)F)=O